N-(4-(((6-Bromopyridin-2-yl)methyl)amino)-2-chlorophenyl)-5-chloro-2-hydroxybenzamide BrC1=CC=CC(=N1)CNC1=CC(=C(C=C1)NC(C1=C(C=CC(=C1)Cl)O)=O)Cl